methyl-6,7-dihydro-4H-benzothiophene-2-carboxylic acid CC1=C(SC2=C1CCCC2)C(=O)O